N,N-diethylnonadecylamine C(C)N(CC)CCCCCCCCCCCCCCCCCCC